1-methyl-2-oxo-2,3-dihydro-1H,7H-spiro[benzofurano[4,5-d]imidazole-8,4'-piperidin]-1'-carboxylic acid tert-butyl ester C(C)(C)(C)OC(=O)N1CCC2(CC1)COC1=C2C=2N(C(NC2C=C1)=O)C